C(C=CC=CC=CC=CC=C\C=C\CCCCCCCCC)(=O)O 12E,14E,19Z-docosahexaenoic acid